(rac)-tert-butyl [(3-{4-[3-(2-chloro-5-fluoropyrimidin-4-yl)-2,6-difluorophenoxy]butoxy}-5-nitrobenzyl)(methyl)oxido-λ6-sulfanylidene]carbamate ClC1=NC=C(C(=N1)C=1C(=C(OCCCCOC=2C=C(C[S@](=O)(C)=NC(OC(C)(C)C)=O)C=C(C2)[N+](=O)[O-])C(=CC1)F)F)F |r|